2-((S)-1-(benzyloxycarbonylamino)-2-tert-butyl-2-oxoethyl)pent-4-enoic acid C(C1=CC=CC=C1)OC(=O)N[C@H](C(=O)C(C)(C)C)C(C(=O)O)CC=C